4-(triethoxysilyl)-N,N-bis[4-(triethoxysilyl)phenyl]aniline C(C)O[Si](C1=CC=C(N(C2=CC=C(C=C2)[Si](OCC)(OCC)OCC)C2=CC=C(C=C2)[Si](OCC)(OCC)OCC)C=C1)(OCC)OCC